O(C1=CC=CC=C1)C=1C=C(C=CC1)C1CCCN2C1=NS(CC2)(=O)=O 9-(3-phenoxyphenyl)-3,4,6,7,8,9-hexahydropyrido[2,1-c][1,2,4]thiadiazine 2,2-dioxide